ClCC1=NC(=NO1)C1=CC(=C(C=C1)OCC(C(F)(F)F)(C(F)(F)F)C)C(F)(F)F 5-(chloromethyl)-3-(4-(3,3,3-trifluoro-2-methyl-2-(trifluoromethyl)propoxy)-3-(trifluoromethyl)phenyl)-1,2,4-oxadiazole